2-(3,5-dichloro-4-((5-oxo-4-propyl-4,5-dihydro-1,3,4-oxadiazol-2-yl)methyl)phenyl)-3,5-dioxo-2,3,4,5-tetrahydro-1,2,4-triazine-6-carbonitrile ClC=1C=C(C=C(C1CC=1OC(N(N1)CCC)=O)Cl)N1N=C(C(NC1=O)=O)C#N